C([2H])([2H])([2H])NCCO 2-((methyl-d3)amino)ethane-1-ol